Ethyl [(3R)-4-(5-{5-[4-fluoro-3-(trifluoromethyl)phenyl]-7-[(3-methoxy-2,2-dimethylpropyl)(methyl)amino]-1H-imidazo[4,5-b]pyridin-2-yl}pyrazin-2-yl)-3-methylpiperazin-1-yl]acetate FC1=C(C=C(C=C1)C1=CC(=C2C(=N1)N=C(N2)C=2N=CC(=NC2)N2[C@@H](CN(CC2)CC(=O)OCC)C)N(C)CC(COC)(C)C)C(F)(F)F